C(C)(C)(C)OC(=O)N([C@H]1CN(CC1)C(=O)OCC1=CC=CC=C1)CCF benzyl (3R)-3-[(tert-butoxycarbonyl)(2-fluoroethyl)amino]pyrrolidine-1-carboxylate